Caprylyl laurate C(CCCCCCCCCCC)(=O)OC(CCCCCCC)=O